O1C(COCC1)C(C)N1N=CC=2C1=NC(=CN2)Cl (1-(1,4-dioxan-2-yl)ethyl)-6-chloro-1H-pyrazolo[3,4-b]pyrazine